COC(C(=C)C1=CC(=C(C=C1)OCCCBr)OC)=O 4-(3-bromopropyloxy)-3-methoxyphenylacrylic acid methyl ester